(E)-N-(4-(1-(4-(1-(3-(2-(2-((2-(2,6-dioxopiperidin-3-yl)-1,3-Dioxoisoindoline-4-yl)thio)ethoxy)ethoxy)propionyl)piperidin-4-yl)benzoyl)piperidin-4-yl)butyl)-3-(pyridin-3-yl)acrylamide O=C1NC(CCC1N1C(C2=CC=CC(=C2C1=O)SCCOCCOCCC(=O)N1CCC(CC1)C1=CC=C(C(=O)N2CCC(CC2)CCCCNC(\C=C\C=2C=NC=CC2)=O)C=C1)=O)=O